FC1=CC(=C(N)C=C1N1N=NN=C1)N1CCCCC1 4-fluoro-2-(piperidin-1-yl)-5-(tetrazol-1-yl)aniline